R-3,5-dimethylmorpholine C[C@H]1NC(COC1)C